ClC1=CC(=C(O[C@@H](C(=O)O)C)C=C1)C (R)-2-(4-chloro-2-methylphenoxy)propionic acid